Propanoic acid, pentyl ester C(CC)(=O)OCCCCC